N1(CCOCC1)C=1C2=C(N=CN1)NC(=C2)C2=CC=C(N)C=C2 4-[4-(morpholin-4-yl)-7H-pyrrolo[2,3-d]pyrimidin-6-yl]aniline